(3-(methacryloylamino)-propyl)trimethylammonium chloride [Cl-].C(C(=C)C)(=O)NCCC[N+](C)(C)C